C(C)(C)(C)OC(=O)N[C@@H](CC(C)C)C(=O)O N-(t-butoxycarbonyl)-L-leucine